1-(3-Sulphonatopropyl)-4-vinylpyridinium S(=O)(=O)([O-])CCC[N+]1=CC=C(C=C1)C=C